6-chloro-N-[4-(cyanomethoxy)-2,5-difluorophenyl]-1-benzofuran-3-sulfonamide ClC1=CC2=C(C(=CO2)S(=O)(=O)NC2=C(C=C(C(=C2)F)OCC#N)F)C=C1